FC1=CC=C(C=C1)N1C(=NC=2C=NC=3C=CC(=CC3C21)C=2C=NC(=NC2)N)C 5-(1-(4-fluorophenyl)-2-methyl-1H-imidazo[4,5-c]quinolin-8-yl)pyrimidin-2-amine